N(C1=CC=CC=C1)N1C(C(=CC1=O)C1=CC=CC=C1)=O N-anilinophenylmaleimide